1-(cyclohexylmethyl)-N-(4-fluoro-3-sulfamoylphenyl)-3-methyl-4-(trifluoromethyl)-1H-pyrazole-5-carboxamide C1(CCCCC1)CN1N=C(C(=C1C(=O)NC1=CC(=C(C=C1)F)S(N)(=O)=O)C(F)(F)F)C